N-(4-(4-((1R,4R)-5-ethyl-2,5-diazabicyclo[2.2.1]heptane-2-yl)piperidin-1-yl)-2-methoxyphenyl)-6-((R)-3-phenylisooxazolidin-2-yl)pyrimidin-4-amine C(C)N1[C@H]2CN([C@@H](C1)C2)C2CCN(CC2)C2=CC(=C(C=C2)NC2=NC=NC(=C2)N2OCC[C@@H]2C2=CC=CC=C2)OC